ClC=1C=C(C#N)C=C(C1)CCN1C[C@H](NCC1)COC1=CC=C(C=C1)C1(COC1)S(=O)(=O)C 3-chloro-5-{2-[(3S)-3-{[4-(3-methanesulfonyloxetan-3-yl)phenoxy]methyl}piperazin-1-yl]ethyl}benzonitrile